S(=O)(=O)([O-])[O-].[Cu+2] copper (ii) sulfate